N6-(4-((4-((1S,4S)-2-oxa-5-azabicyclo[2.2.1]heptan-5-yl)piperidin-1-yl)sulfonyl)-2-methoxyphenyl)-N4-methyl-3-(trifluoromethyl)-1H-pyrrolo[2,3-b]pyridine-4,6-diamine [C@@H]12OC[C@@H](N(C1)C1CCN(CC1)S(=O)(=O)C1=CC(=C(C=C1)NC=1C=C(C3=C(N1)NC=C3C(F)(F)F)NC)OC)C2